NC1=CC=C(C(=N1)C1=C(C=C2C(=NC(=NC2=C1F)OC[C@]12CCCN2C[C@@H](C1)F)N1CCC(CCC1)C(=O)O)Cl)C 1-(7-(6-amino-3-methylpyridin-2-yl)-6-chloro-8-fluoro-2-(((2R,7aS)-2-fluorotetrahydro-1H-pyrrolizin-7a(5H)-yl)methoxy)quinazolin-4-yl)azepane-4-carboxylic acid